C(C)OCCNC1=CC=C(CCNC2=NC=3N(C(=N2)N)N=C(N3)C=3OC=CC3)C=C1 N5-(4-((2-ethoxyethyl)amino)phenethyl)-2-(furan-2-yl)-[1,2,4]triazolo[1,5-a][1,3,5]triazine-5,7-diamine